ethyl (R)-5-(((8-bromo-3-butyl-2-methyl-1,1-dioxido-5-phenyl-2,3,4,5-tetrahydrobenzo[f][1,2,5]thiadiazepin-7-yl)oxy)methyl)-1H-pyrazole-3-carboxylate BrC1=CC2=C(N(C[C@H](N(S2(=O)=O)C)CCCC)C2=CC=CC=C2)C=C1OCC1=CC(=NN1)C(=O)OCC